FC(OC1=NC=CC(=C1)C1(OCC1)CNC(=O)[C@@H]1[C@H](C1)C1=CC=CC=C1)F (1S,2S)-N-[[2-[2-(difluoromethoxy)-4-pyridyl]oxetan-2-yl]methyl]-2-phenyl-cyclopropanecarboxamide